ClC1=C(C(=[N+](C=C1)[O-])C)C1=CC=C(C=C1)NC([C@@H](NC(=O)C1=CC=C2N1CCNC2)C2CCCCC2)=O (S)-4-chloro-3-(4-(2-cyclohexyl-2-(1,2,3,4-tetrahydropyrrolo[1,2-a]pyrazine-6-carboxamido)acetamido)phenyl)-2-methylpyridine 1-oxide